O1C=NC=C1C=1C=NC(=NC1)N 5-(oxazol-5-yl)pyrimidin-2-amine